FC1=C(C=C(C=C1)CO)OC (4-fluoro-3-methoxyphenyl)methanol